bis(4-methylpiperazinyl)(methyl)vinylsilane CN1CCN(CC1)[SiH](C=CC)N1CCN(CC1)C